CS(=O)(=O)\N=C/1\NC(N2C(C3=CC(=C(C=C3CC2)OC)OC)=C1)=O (E)-2-(methylsulfonylimino)-9,10-dimethoxy-2,3,6,7-tetrahydro-4H-pyrimido[6,1-a]isoquinolin-4-one